FC(C)(F)C1=NC=CC(=C1)C(=O)NC1=CC(=C(C=C1)C)C1=CC2=C(N=C(N=C2)NC)N=C1C 2-(1,1-difluoroethyl)-N-[4-methyl-3-[7-methyl-2-(methylamino)pyrido[2,3-d]pyrimidin-6-yl]phenyl]pyridine-4-carboxamide